FC(C1=NC(=NC=C1)NCC1=C(N=NN1C)C1=CC=C(C(=N1)C)O[C@@H]1C[C@H](CCC1)C(=O)O)F (1S,3S)-3-((6-(5-(((4-(difluoromethyl)pyrimidin-2-yl)amino)methyl)-1-methyl-1H-1,2,3-triazol-4-yl)-2-methylpyridin-3-yl)oxy)cyclohexane-1-carboxylic acid